(3-bromo-2-(2-(4-chlorophenyl)-2-hydroxypropoxy)phenyl)-5,6-dihydropyridine-1(2H)-carboxylic acid tert-butyl ester C(C)(C)(C)OC(=O)N1C(C=CCC1)C1=C(C(=CC=C1)Br)OCC(C)(O)C1=CC=C(C=C1)Cl